N-(2-((2-(7-cyano-2-methoxyquinoxalin-5-yl)-4-methylbenzo[d]thiazol-6-yl)oxy)ethyl)-4-fluorobenzenesulfonamide C(#N)C1=CC(=C2N=CC(=NC2=C1)OC)C=1SC2=C(N1)C(=CC(=C2)OCCNS(=O)(=O)C2=CC=C(C=C2)F)C